tetrahydro-1,3,4,6-tetrakis(hydroxylmethyl)imidazo[4,5-d]imidazole-2,5(1H,3H)-dione OCN1C(N(C2C1N(C(N2CO)=O)CO)CO)=O